1-(4-(4-amino-7-cyclopropyl-7H-pyrrolo[2,3-d]pyrimidin-5-yl)-3-fluorophenyl)-3-(3-(1-(trifluoromethyl)cyclopropyl)isoxazol-5-yl)urea NC=1C2=C(N=CN1)N(C=C2C2=C(C=C(C=C2)NC(=O)NC2=CC(=NO2)C2(CC2)C(F)(F)F)F)C2CC2